O1CCC(CC1)NC=1C=2CNCC2C=CC1 N-(tetrahydro-2H-pyran-4-yl)isoindolin-4-amine